[5-[3-[2-[[3-acetamidocyclohexyl]amino]-1,3-benzothiazol-7-yl]phenyl]-2-furyl]phosphonic acid C(C)(=O)NC1CC(CCC1)NC=1SC2=C(N1)C=CC=C2C=2C=C(C=CC2)C2=CC=C(O2)P(O)(O)=O